ClC=1C=C(C=C(C1)OCCC(C)C)C=1C(N(C=C(C1)C=1C(NC(NC1)=O)=O)C=1C=NC=CC1)=O 5-(3-(3-Chloro-5-(isopentyloxy)phenyl)-2-oxo-2H-[1,3'-bipyridin]-5-yl)pyrimidine-2,4(1H,3H)-dione